(R)-2-hydroxy-N-(4-(2-methoxyethoxy)-2-(thiazol-5-yl)quinolin-6-yl)propionamide O[C@@H](C(=O)NC=1C=C2C(=CC(=NC2=CC1)C1=CN=CS1)OCCOC)C